6'-hydroxy-2',4',6'-trimethylspiro[cyclopropane-1,5'-inden]-7'(6'H)-one OC1(C2(C(=C3C=C(C=C3C1=O)C)C)CC2)C